8-bromo-2-chloro-6-methyl-3-(tetrahydro-2H-pyran-4-yl)quinazolin-4(3H)-one BrC=1C=C(C=C2C(N(C(=NC12)Cl)C1CCOCC1)=O)C